C(=C)OC(CC[Si](O[Si](C)(C)C)(O[Si](C)(C)C)O[Si](C)(C)C)=O.OCC1OC(OC1)=O Hydroxymethyl-dioxolanone vinyl-3-(1,1,1,5,5,5-hexamethyl-3-((trimethylsilyl)oxy)trisiloxan-3-yl)propanoate